C(C)(=O)OC1=C(C(=CC(=C1)CCCCC)OC(C)=O)C1C=C(CCC1C(C)C)C 2-(6-Isopropyl-3-methylcyclohex-2-en-1-yl)-5-pentyl-1,3-phenylene diacetate